2-amino-2-[6-[4-cyano-2-(5-cyclopropyl-2-methylpyrazol-3-yl)oxyphenyl]pyridin-3-yl]-N-methylacetamide NC(C(=O)NC)C=1C=NC(=CC1)C1=C(C=C(C=C1)C#N)OC=1N(N=C(C1)C1CC1)C